C(CC)P(O)(O)=O (n-propyl)phosphonic acid